FC1=CC=C(C=C1)C1=NN2C(CN(CC2)C)=C1C1=CC(=NC=C1)N 4-(2-(4-fluorophenyl)-5-methyl-4,5,6,7-tetrahydropyrazolo[1,5-a]pyrazin-3-yl)pyridin-2-amine